2-fluoro-5-(5-fluoropyrimidin-2-yl)-4-(trifluoromethyl)aniline FC1=C(N)C=C(C(=C1)C(F)(F)F)C1=NC=C(C=N1)F